5-Hydroxy-2-methylindole OC=1C=C2C=C(NC2=CC1)C